(2S)-1-(4-((4-(3-(3-(4-Acetamidopiperidin-1-yl)propoxy)-2-chlorophenyl)-2,3-dihydro-1H-inden-1-yl)oxy)-5-chloro-2-((5-cyanopyridin-3-yl)methoxy)benzyl)piperidine-2-carboxylic acid C(C)(=O)NC1CCN(CC1)CCCOC=1C(=C(C=CC1)C1=C2CCC(C2=CC=C1)OC1=CC(=C(CN2[C@@H](CCCC2)C(=O)O)C=C1Cl)OCC=1C=NC=C(C1)C#N)Cl